(S)-N-(N,N-dimethylamino)-2-(6-fluorobenzo[d]oxazol-2-yl)-6-methoxy-5-((4-methoxybenzyl)oxy)-1,2,3,4-tetra-hydroisoquinoline-3-carboxamide CN(C)NC(=O)[C@H]1N(CC2=CC=C(C(=C2C1)OCC1=CC=C(C=C1)OC)OC)C=1OC2=C(N1)C=CC(=C2)F